CC(CC)N.[Na] sodium 2-butylamine